phenylborate lithium [Li+].C1(=CC=CC=C1)OB([O-])[O-].[Li+]